C(#N)C1=C(C=O)C=CC(=C1)C 2-CYANO-4-METHYLBENZALDEHYDE